4-bromo-5-[4-(2-chloro-benzyl)-piperazin-1-yl]-benzofuran-2-carboxylic acid BrC1=C(C=CC2=C1C=C(O2)C(=O)O)N2CCN(CC2)CC2=C(C=CC=C2)Cl